7-fluoroimidazo[1,2-a]pyridine-3-carboxylic acid FC1=CC=2N(C=C1)C(=CN2)C(=O)O